2-[1-[4-[[2,6-dioxo-3-piperidyl]amino]-2,6-difluoro-phenyl]-4-hydroxy-4-piperidyl]acetic acid hydrochloride Cl.O=C1NC(CCC1NC1=CC(=C(C(=C1)F)N1CCC(CC1)(O)CC(=O)O)F)=O